CC(C(C(=O)[O-])O)(CO)C.[NH4+] ammonium 3,3-dimethyl-2,4-dihydroxybutyrate